C(C)(C)(C)OC(=O)NCC=1C=C(C=CC1)C1=CC(=CC=2C=C(OC21)CO[Si](C)(C)C(C)(C)C)COC2=C(C=CC(=C2)C#N)CC(=O)OCC ethyl 2-(2-((7-(3-(((tert-butoxycarbonyl)amino)methyl)phenyl)-2-(((tertbutyldimethylsilyl)oxy)methyl)benzofuran-5-yl)methoxy)-4-cyanophenyl)acetate